NC(=S)C=1C=C(C=CC1)C1=CN(C2=CC(=CC=C12)CNC(=O)C1=CNC2=NC=CC=C21)C2CCN(CC2)C=2SC=CN2 N-((3-(3-aminothioformylphenyl)-1-(1-(thiazol-2-yl)piperidin-4-yl)-1H-indol-6-yl)methyl)-1H-pyrrolo[2,3-b]pyridine-3-carboxamide